(2R)-1-tert-butoxycarbonyl-5,5-dimethyl-pyrrolidine-2-carboxylic acid C(C)(C)(C)OC(=O)N1[C@H](CCC1(C)C)C(=O)O